CC(C)(C)S(=O)N=CC=1C=C2C(=NC1)N(N=C2)C 2-methyl-N-((1-methyl-1H-pyrazolo[3,4-b]pyridin-5-yl)methylene)propane-2-sulfinamide